C(C)OC(=O)C=1C=COC1 furan-4-carboxylic acid ethyl ester